O1CCN(CC1)C[C@@H]1NC2=C(OC1)C=C(C=C2[N+](=O)[O-])S(=O)(=O)C2=C(C(=O)N)C=CC=C2 (((S)-3-(morpholinomethyl)-5-nitro-3,4-Dihydro-2H-benzo[b][1,4]oxazin-7-yl)sulfonyl)benzamide